ClC1=NC=C(C(=C1)C1=C(C=NC(=C1)C)C(=O)NC=1SC2=C(N1)CN(C2)C(=O)C2=NC=C(N=C2C)Cl)OC 2'-Chloro-N-(5-(5-chloro-3-methylpyrazine-2-carbonyl)-5,6-dihydro-4H-pyrrolo[3,4-d]thiazol-2-yl)-5'-methoxy-6-methyl-[4,4'-bipyridine]-3-carboxamide